N(N)C1=CC=C(C=C1)OC (1,2-diazaethyl)-4-methoxybenzene